BrC1=NSC(=N1)C1=CC(=CC=C1)OC 3-bromo-5-(3-methoxyphenyl)-1,2,4-thiadiazole